ClC1=NN2C=3C(CCNC3C=NC2=C1)C 4-chloro-13-methyl-2,3,7,10-tetrazatricyclo[7.4.0.02,6]trideca-1(9),3,5,7-tetraen